methyl (R)-2-((tert-butoxycarbonyl)amino)-5-iodopentanoate C(C)(C)(C)OC(=O)N[C@@H](C(=O)OC)CCCI